FC1=CC=CC2=C1N(C(N2)=O)C2CCNCC2 7-fluoro-1-(piperidin-4-yl)-2,3-dihydro-1H-1,3-benzodiazol-2-one